C(C=C)C1N(C2=CC=CC=C2C1(C)CC=C)C(CC1=CC=CC=C1)=O 1-(2,3-diallyl-3-methylindol-1-yl)-2-phenylethane-1-one